(R)-2-methyl-4-((methyl-(thiazol-4-ylmethyl)amino)methyl)-N-(1-(2-(1-methyl-1H-pyrazol-4-yl)quinolin-4-yl)ethyl)benzamide CC1=C(C(=O)N[C@H](C)C2=CC(=NC3=CC=CC=C23)C=2C=NN(C2)C)C=CC(=C1)CN(CC=1N=CSC1)C